O1COC2=C1C=CC(=C2)C=2N=CNC2C2=NC=CC=C2 4-(benzo[d][1,3]dioxol-5-yl)-5-(pyridin-2-yl)-1H-imidazol